C(C)(C)C1=C(C=CC=C1)N1C(C=CC1=O)=O N-(2-isopropylphenyl)maleimide